2-amino-3-(4-((6-methyl-1,2,4,5-tetrazin-3-yl)thio)phenyl)propanoic acid NC(C(=O)O)CC1=CC=C(C=C1)SC=1N=NC(=NN1)C